O-(benzotriazole-1-yl)-N,N,N',N'-tetramethyluronium tetrafluoroborate F[B-](F)(F)F.N1(N=NC2=C1C=CC=C2)OC(=[N+](C)C)N(C)C